ClC1=C(OC2=CC(=C(C=C2)C(C(CN2N=CN=C2)(O)C)O)C(F)(F)F)C=CC=C1 1-(4-(2-chlorophenoxy)-2-(trifluoromethyl)phenyl)-2-methyl-3-(1H-1,2,4-triazol-1-yl)propane-1,2-diol